CN[C@@H]1CCCC[C@H]1NC (1R,2R)-N1,N2-Dimethylcyclohexane-1,2-diamine